C(CCCCCCC)N(OC(CCCCCCN(CCCCO)CCCCCCC(ON(CCCCCCCC)CCCCCCCC)=O)=O)CCCCCCCC 4-(bis(7-((dioctylamino)oxy)-7-oxoheptyl)amino)butan-1-ol